butyl (3S)-3-{[(1-methyl-4-oxo-1,4-dihydroquinolin-3-yl)methyl]amino}piperidine-1-carboxylate CN1C=C(C(C2=CC=CC=C12)=O)CN[C@@H]1CN(CCC1)C(=O)OCCCC